[N+](=O)([O-])C=1C=NC2=C(C=NC(=C2C1)C(F)(F)F)C(F)(F)F 3-Nitro-5,8-bis(trifluoromethyl)-1,6-naphthyridine